methyl 2-(1-(cyclopropylmethyl)-7-((5-oxopyrrolidin-3-yl)methoxy)-1H-indol-2-yl)-4-fluoro-3-methylpyrazolo[1,5-a]pyridine-6-carboxylate C1(CC1)CN1C(=CC2=CC=CC(=C12)OCC1CNC(C1)=O)C1=NN2C(C(=CC(=C2)C(=O)OC)F)=C1C